C(C=1N=C(NC1C)CC)C=1N=C(NC1C)CC methylene-bis-(2-ethyl-5-methylimidazole)